4-bromo-3-(1-ethyl-3-(trifluoromethyl)-1H-pyrazol-4-yl)thiophene-2-carbaldehyde BrC=1C(=C(SC1)C=O)C=1C(=NN(C1)CC)C(F)(F)F